N-(5-(3-(2,2-difluoro-3,3-dimethylbutoxy)phenyl)-6-(2-isopropylphenyl)pyrazin-2-yl)benzenesulfonamide FC(COC=1C=C(C=CC1)C=1N=CC(=NC1C1=C(C=CC=C1)C(C)C)NS(=O)(=O)C1=CC=CC=C1)(C(C)(C)C)F